OC1(CN(CC1)C(=O)OC(C)(C)C)C(F)(F)F tert-butyl 3-hydroxy-3-(trifluoromethyl)pyrrolidine-1-carboxylate